1-[3-chloro-6-hydroxy-2-(2-methoxyethoxymethoxy)phenyl]ethanone ClC=1C(=C(C(=CC1)O)C(C)=O)OCOCCOC